spiro(indole-3,3'-pyrrolidine)-1'-carboxylic acid tert-butyl ester C(C)(C)(C)OC(=O)N1CC2(CC1)C=NC1=CC=CC=C12